2,6-dihydroxy-3-nitro-4-isopropoxybenzoic acid OC1=C(C(=O)O)C(=CC(=C1[N+](=O)[O-])OC(C)C)O